6-(4-fluorophenyl)-1-methyl-2-Oxo-4-phenyl-1,2-dihydropyridine-3-carbonitrile FC1=CC=C(C=C1)C1=CC(=C(C(N1C)=O)C#N)C1=CC=CC=C1